CN(C=1C(=C(C(=C2C=NNC12)C=1C=CC=2N(N1)C=C(N2)NC(=O)[C@H]2[C@H](C2)F)C)F)C (1S,2S)-N-(6-(7-(dimethylamino)-6-fluoro-5-methyl-1H-indazol-4-yl)imidazo[1,2-b]pyridazin-2-yl)-2-fluorocyclopropane-1-carboxamide